C(C=C)OC1C2(C3=CC=CC=C3C1)CCC1(CC2)OCCO1 2''-[(prop-2-en-1-yl)oxy]-2'',3''-dihydrodispiro[[1,3]dioxolane-2,1'-cyclohexane-4',1''-indene]